tert-butyl 6-{5'-cyano-1-[({[(methoxycarbonylmethyl)carbamoyl]methyl}-N-methylcarbamoyl)methyl]-1'-methyl-1H,1'H-4,6'-biindazolyl-3-yl}-2-aza-2-spiro[3.3]heptanecarboxylate C(#N)C=1C=C2C=NN(C2=CC1C=1C=2C(=NN(C2C=CC1)CC(N(C)CC(NCC(=O)OC)=O)=O)C1CC2(CN(C2)C(=O)OC(C)(C)C)C1)C